tert-butyl N-[2-[(2-chloropyridin-4-yl)oxy]ethyl]carbamate ClC1=NC=CC(=C1)OCCNC(OC(C)(C)C)=O